O=C1NC(CCC1N1C(C2=CC=C(C=C2C1=O)C#CCCCCN1N=CC(=C1)C1=NC2=CC=CC=C2N=C1)=O)=O 2-(2,6-Dioxopiperidin-3-yl)-5-(6-(4-(quinoxalin-2-yl)-1H-pyrazol-1-yl)hex-1-yn-1-yl)isoindoline-1,3-dione